Cl.N[C@H]1[C@@H](CC1)O (1R,2R)-2-aminocyclobutane-1-ol hydrochloride